trans-beta-caryophyllene C=C1CC/C=C(\C)CC[C@@H]2[C@@H]1CC2(C)C